BrC=1C=C(C=NC1)C1(CC(C1)C)C(=O)N 1-(5-bromopyridin-3-yl)-3-methylcyclobutane-1-carboxamide